Diethyl ((E)-2-((2R,3S,5R)-5-(6-Benzamido-9H-Purin-9-yl)-3-(Bis(4-Methoxyphenyl)(Phenyl)Methoxy)Tetrahydrofuran-2-yl)Vinyl)Phosphonate C(C1=CC=CC=C1)(=O)NC1=C2N=CN(C2=NC=N1)[C@H]1C[C@@H]([C@H](O1)/C=C/P(OCC)(OCC)=O)OC(C1=CC=CC=C1)(C1=CC=C(C=C1)OC)C1=CC=C(C=C1)OC